2,3-dihydro-1H-inden-2-yl-acetate C1C(CC2=CC=CC=C12)CC(=O)[O-]